rac-benzyl ((2S,3R,4R)-1-acetyl-2,3-dimethyl-1,2,3,4-tetrahydroquinolin-4-yl)carbamate C(C)(=O)N1[C@H]([C@@H]([C@H](C2=CC=CC=C12)NC(OCC1=CC=CC=C1)=O)C)C |r|